C(C=CC)C(/C=C/B1OC(C)(C)C(C)(C)O1)CC=C(C)C (1E)-3-(2-butenyl)-6-methyl-1,5-heptadienylboronic acid pinacol ester